(S)-8-(2-amino-6-((R)-1-(3',5-dichloro-5'-methyl-[1,1'-biphenyl]-2-yl)-2,2,2-trifluoroethoxy)pyrimidin-4-yl)-2,8-diazaspiro[4.5]decane-3-carboxylic acid NC1=NC(=CC(=N1)N1CCC2(C[C@H](NC2)C(=O)O)CC1)O[C@@H](C(F)(F)F)C1=C(C=C(C=C1)Cl)C1=CC(=CC(=C1)C)Cl